C1(=C(C=CC=C1)C=1C=CC2=C(SC(=C2)C(CCC(=O)O)=O)C1)C=1C=CC2=C(SC(=C2)C(CCC(=O)O)=O)C1 4,4'-(1,2-phenylenebis(benzo[b]thiophene-6,2-diyl))bis(4-oxobutanoic acid)